O[C@H]1C[C@H](N(C1)C1=NC=C(C(=C1)C=C)C)C(=O)N(C=1C=C(C=CC1)C)C (2s,4s)-4-hydroxy-N-methyl-1-(5-methyl-4-vinyl-2-pyridinyl)-N-(m-tolyl)-pyrrolidine-2-carboxamide